COC1CC[C@H](N1C(=O)OCC1=CC=CC=C1)C(=O)OC 1-benzyl 2-methyl (2S)-5-methoxy-pyrrolidine-1,2-dicarboxylate